N-benzyl-N-[rel-(2R,3S)-4-[(tert-butyldimethylsilyl)oxy]-3-hydroxybut-2-yl]-2-chloroacetamide C(C1=CC=CC=C1)N(C(CCl)=O)[C@H](C)[C@@H](CO[Si](C)(C)C(C)(C)C)O |o1:12,14|